ClC=1C(=C(OC2=CC=C(C=C2)N2C(N(C3=C2C=NC=C3)C=3C=C(C=CC3)NC(C=C)=O)=O)C=CC1)F N-(3-(3-(4-(3-chloro-2-fluorophenoxy)phenyl)-2-oxo-2,3-dihydro-1H-imidazo[4,5-c]pyridin-1-yl)phenyl)acrylamide